FC=1C=C(C=CC1OC1=C(C=NC2=CC(=C(C=C12)OC)OC)F)NC(=O)C=1C(N(C(=CC1)C(F)(F)F)C=1C=NC(=CC1C)O)=O N-(3-fluoro-4-((3-fluoro-6,7-dimethoxyquinolin-4-yl)oxy)phenyl)-6'-hydroxy-4'-methyl-2-oxo-6-(trifluoromethyl)-2H-[1,3'-bipyridine]-3-carboxamide